C(#N)C1=CC=C(OC=2C=CC3=C(COB3O)C2)C=C1 5-(4-cyanophenoxy)-1,3-dihydro-1-hydroxy-[2,1]-benzoxaborole